2-(4-(2-(Aminomethyl)-4-oxo-3,4-dihydroquinazolin-7-yl)-1-methyl-1H-pyrazol-5-yl)-4-Chloro-6-cyclopropoxy-3-fluorobenzonitrile NCC1=NC2=CC(=CC=C2C(N1)=O)C=1C=NN(C1C1=C(C#N)C(=CC(=C1F)Cl)OC1CC1)C